(2S)-N-{(1R)-1-cyano-2-[4-(3-methyl-2-oxo-2,3-dihydro-1,3-benzoxazol-5-yl)phenyl]Ethyl}-1,4-oxaazepane-2-carboxamide C(#N)[C@@H](CC1=CC=C(C=C1)C=1C=CC2=C(N(C(O2)=O)C)C1)NC(=O)[C@H]1OCCCNC1